COCCCCOCCOCCNC(OCCCC)=O Butyl (2-(2-(4-methoxybutoxy)ethoxy)ethyl)carbamate